C1(CC1)C1=C(C=CC=C1)C1N(CCC(C1)=O)C(=O)OCC1=CC=CC=C1 benzyl 2-(2-cyclopropylphenyl)-4-oxopiperidine-1-carboxylate